BrC=1C(=NC(=C(C1)C(F)(F)F)C)N1CCC(CCC1)(F)F 1-(3-bromo-6-methyl-5-(trifluoromethyl)pyridin-2-yl)-4,4-difluoroazepane